2-(6-(methyl-(2,2,6,6-tetramethylpiperidin-4-yl)amino)pyridazin-3-yl)-5-(1-methyl-1H-pyrazol-4-yl)phenol CN(C1=CC=C(N=N1)C1=C(C=C(C=C1)C=1C=NN(C1)C)O)C1CC(NC(C1)(C)C)(C)C